Cl.Cl.N1=CNC(C2=CC=CC=C12)=O quinazolin-4(3H)-one dihydrochloride